Tert-butyl 7-[3-[1-(2,6-dioxo-3-piperidyl)-3-methyl-2-oxo-benzimidazol-5-yl]prop-2-ynyl]-2,7-diazaspiro[3.5]nonane-2-carboxylate O=C1NC(CCC1N1C(N(C2=C1C=CC(=C2)C#CCN2CCC1(CN(C1)C(=O)OC(C)(C)C)CC2)C)=O)=O